BrC=1C=NN(C1)C1=NC=CC=N1 2-(4-bromo-1H-pyrazol-1-yl)pyrimidine